C1(CC1)CN1C(=CC=2C1=NC=CC2)C2=NC1=C(N2)C(=CC(=C1)C(=O)O)OC 2-(1-(cyclopropylmethyl)-1H-pyrrolo[2,3-b]pyridin-2-yl)-7-methoxy-1H-benzo[d]imidazole-5-carboxylic acid